NCC1=C(C=NC(=C1O)C)COC1=C(OP(=O)=N[C@H](C(=O)OC2CCCC2)C)C=CC=C1 (2S)-Cyclopentyl 2-(((4-(aminomethyl)-5-hydroxy-6-methylpyridin-3-yl)methoxy)(phenoxy)phosphorylamino)propanoate